bromotris(pyrrolidinyl)phosphine hexafluorophosphate F[P-](F)(F)(F)(F)F.BrP(N1CCCC1)(N1CCCC1)N1CCCC1